Hydroxymethyl-5,5-dimethyl-pyrrolidin-2-one OCN1C(CCC1(C)C)=O